N1=C(N=C2SC=CN21)C2CCN(CC2)C(=O)OCC2=CC=CC=C2 benzyl 4-[[1,2,4]triazolo[3,2-b][1,3]thiazol-2-yl]piperidine-1-carboxylate